2-methyl-1-(3-(4-(2-(trifluoromethyl)phenyl)piperidin-1-carbonyl)-4,6,7,8-tetrahydropyrazolo[4,3-c]azepin-5(1H)-yl)propan-1-one CC(C(=O)N1CC2=C(CCC1)NN=C2C(=O)N2CCC(CC2)C2=C(C=CC=C2)C(F)(F)F)C